FC1=CC=C(C=C1)S 4-Fluorothiophenol